lithium potassium sodium tantalum [Ta].[Na].[K].[Li]